OC[C@@H](CC(C)C)NC1=NC(=NC(=N1)C[C@@H](C)C1=C(C(=C(C=C1)F)F)F)NS(=O)(=O)C N-(4-(((R)-1-hydroxy-4-methylpent-2-yl)amino)-6-((R)-2-(2,3,4-trifluorophenyl)propyl)-1,3,5-triazin-2-yl)methanesulfonamide